CS(=O)(=O)OCCOCCOCCOCCNC(=O)OC(C)(C)C [2-[2-[2-(tert-Butoxycarbonylamino)ethoxy]ethoxy]ethoxy]ethyl methanesulfonate